COC(NC1=NC=CC(=C1)C1=NC=C(C(=C1)C(F)(F)F)OC[C@@](CC(C)C)(C)N)=O (S)-(5-((2-amino-2,4-dimethylpentyl)oxy)-4-(trifluoromethyl)-[2,4'-bipyridyl]-2'-yl)carbamic acid methyl ester